3-((tert-butyldimethylsilyl)oxy)-1-(2-chloroethyl)-4-fluoropyrrolidine [Si](C)(C)(C(C)(C)C)OC1CN(CC1F)CCCl